Boc-1-methyl-D-tryptophan C(=O)(OC(C)(C)C)N[C@H](CC1=CN(C2=CC=CC=C12)C)C(=O)O